The molecule is a member of the class of isocoumarins that is 6,8-dihydroxy-3,4-dihydro-1H-isochromen-1-one substituted by a [6-methyltetrahydro-2H-pyran-2-yl]methyl group at position 3. It has been isolated from the fungus Chaetomium globosum and Aspergillus flavus. It has a role as an antifungal agent, an antiplasmodial drug, an Aspergillus metabolite and a Chaetomium metabolite. It is a member of isocoumarins, a member of pyrans and a member of resorcinols. C[C@H]1CCC[C@@H](O1)CC2CC3=C(C(=CC(=C3)O)O)C(=O)O2